C(C)[C@@H]1CN2CCC3=C([C@@H]2C[C@@H]1/C(/C(=O)OC)=C/OC)NC1=CC=CC(=C13)OC methyl (Z)-2-((2S,3S,12bS)-3-ethyl-8-methoxy-1,2,3,4,6,7,12,12b-octahydroindolo[2,3-a]quinolizin-2-yl)-3-methoxyacrylate